N1=C(C=CC=C1)[C@@](N)(C)C(=O)O (S)-2-pyridinyl-alanine